5-(3-((3s,4r)-4-(4-amino-3-(4-phenoxyphenyl)-1H-pyrazolo[3,4-d]pyrimidin-1-yl)-3-fluoro-[1,4'-bipiperidin]-1'-yl)azetidin-1-yl)-2-(2,6-dioxopiperidin-3-yl)isoindoline-1,3-dione NC1=C2C(=NC=N1)N(N=C2C2=CC=C(C=C2)OC2=CC=CC=C2)[C@H]2[C@H](CN(CC2)C2CCN(CC2)C2CN(C2)C=2C=C1C(N(C(C1=CC2)=O)C2C(NC(CC2)=O)=O)=O)F